OC=1C=C(C2=CC=CC=C2C1)C1=CC=C2C(=NC(=NC2=C1)OCC12CCCN2CCC1)N1C[C@H]2CC[C@@H](C1)N2C(=O)NC=2C=NN(C2)C (1R,5S)-3-(7-(3-hydroxynaphthalen-1-yl)-2-((tetrahydro-1H-pyrrolizin-7a(5H)-yl)methoxy)quinazolin-4-yl)-N-(1-methyl-1H-pyrazol-4-yl)-3,8-diazabicyclo[3.2.1]octane-8-carboxamide